COC1=C(C(=CC(=C1)C=C[N+](=O)[O-])OC)SCCCCF (2,6-dimethoxy-4-(2-nitrovinyl)phenyl)(4-fluorobutyl)sulfane